Ethyl 4-benzyl-6-(tert-butylcarbamoyl)-2,3-dihydro-1,4-benzoxazine-2-carboxylate C(C1=CC=CC=C1)N1CC(OC2=C1C=C(C=C2)C(NC(C)(C)C)=O)C(=O)OCC